N1C=C(C2=CC=CC=C12)CC1N(CCC2=CC(=C(C=C12)OCC1=CC=CC=C1)OC)C=O 1-((1H-indol-3-yl)methyl)-7-benzyloxy-6-methoxy-3,4-dihydroisoquinoline-2(1H)-formaldehyde